P([O-])(F)F Difluorophosphit